chloro-2-fluoro-[1,1'-biphenyl]-3-amine ClC1=C(C(=C(C=C1)C1=CC=CC=C1)F)N